N1(CCOCC1)C1=CC2=C(NC(=N2)C=2C(=NC(=NC2)NCCC)NC2CCC(CC2)O)C=C1 (1s,4s)-4-((5-(5-morpholinyl-1H-benzo[d]imidazol-2-yl)-2-(propylamino)pyrimidin-4-yl)amino)cyclohexane-1-ol